ethyl 3-(tert-butyl)-5-(isoindolin-2-yl)-7-(1H-pyrazol-4-yl)pyrazolo[1,5-a]pyrimidine-2-carboxylate C(C)(C)(C)C=1C(=NN2C1N=C(C=C2C=2C=NNC2)N2CC1=CC=CC=C1C2)C(=O)OCC